3,6,9,12,15,18-hexaoxaeicosanedioic acid C(COCCOCCOCCOCCOCCOCC(=O)O)(=O)O